C1(CCCCC1)C[C@@H](C(N[C@H](C=O)C[C@H]1C(NCC1)=O)=O)NC(O[C@@H](C(C)(C)C1=CC(=CC=C1)Cl)C1=CC(=CC=C1)F)=O (R)-2-(3-chlorophenyl)-1-(3-fluorophenyl)-2-methylpropyl ((S)-3-cyclohexyl-1-oxo-1-(((S)-1-oxo-3-((S)-2-oxopyrrolidin-3-yl)propan-2-yl)amino)propan-2-yl)carbamate